4-(furo[3,2-c]pyridin-4-yl)-N-(cis-2-hydroxycyclohexyl)benzamide O1C=CC=2C(=NC=CC21)C2=CC=C(C(=O)N[C@H]1[C@H](CCCC1)O)C=C2